(3S,6R)-3,6-bis(4-(bis((R)-2-hydroxydodecyl)amino)butyl)piperazine-2,5-dione O[C@@H](CN(CCCC[C@H]1C(N[C@@H](C(N1)=O)CCCCN(C[C@@H](CCCCCCCCCC)O)C[C@@H](CCCCCCCCCC)O)=O)C[C@@H](CCCCCCCCCC)O)CCCCCCCCCC